1,1,1,3,3,3-hexafluoropropan-2-yl (R)-1-((2-(trifluoromethyl)pyrimidin-4-yl)carbamoyl)-6-azaspiro[2.5]octane-6-carboxylate FC(C1=NC=CC(=N1)NC(=O)[C@@H]1CC12CCN(CC2)C(=O)OC(C(F)(F)F)C(F)(F)F)(F)F